methyl 6-(benzyloxy)-10-(isopropylcarbamoyl)-[1,2,4]triazolo[5,1-a]isoquinoline-5-carboxylate C(C1=CC=CC=C1)OC1=C(N2C(C3=C(C=CC=C13)C(NC(C)C)=O)=NC=N2)C(=O)OC